2-(1-(4-Methoxybenzoyl)-2,3-dihydro-1H-pyrrolo[2,3-c]pyridin-4-yl)-5-cyano-benzofuran COC1=CC=C(C(=O)N2CCC=3C2=CN=CC3C=3OC2=C(C3)C=C(C=C2)C#N)C=C1